CC1(CC1)C(=O)OC[C@]1(O[C@H]([C@@H]2OC(O[C@@H]21)(C)C)C2=CC=C1C(=NC=NN12)N)C#N ((3aS,4R,6S,6aS)-6-(4-aminopyrrolo[2,1-f][1,2,4]triazin-7-yl)-4-cyano-2,2-dimethyltetrahydrofuro[3,4-d][1,3]dioxol-4-yl)methyl 1-methylcyclopropane-1-carboxylate